COC=1C=C(C=CC1)C=1N=C(C2=C(N1)CN(C2)C#N)N2CCCC2 2-(3-methoxyphenyl)-4-(pyrrolidin-1-yl)-5,7-dihydro-6H-pyrrolo[3,4-d]pyrimidine-6-carbonitrile